6-bromo-5,7-difluoro-1H-indene BrC1=C(C=C2C=CCC2=C1F)F